C(C)(C)[Si](C(C)C)(C(C)C)C#CC1=C(C=O)C=CC=C1 2-((triisopropylsilyl)ethynyl)benzaldehyde